(2s,4s)-2-(6-Cyclohexyl-2-azaspiro[3.3]heptane-2-carbonyl)-7-oxa-5-azaspiro[3.4]octan-6-one C1(CCCCC1)C1CC2(CN(C2)C(=O)C2CC3(C2)NC(OC3)=O)C1